C1(CC1)CN(C(OC(C)(C)C)=O)CC=1N=NC(=CC1)N1CCOCC1 tert-butyl (cyclopropylmethyl)((6-morpholinopyridazin-3-yl)methyl)carbamate